N[C@@H](C(=O)[O-])CCCCCC (2R)-2-aminooctanoate